4-(7-fluoroimidazo[1,2-a]pyridin-3-yl)-7-((6-(((S)-3-methoxypyrrolidin-1-yl)methyl)-5-((R)-tetrahydrofuran-3-yl)pyridin-2-yl)amino)isoindolin-1-one FC1=CC=2N(C=C1)C(=CN2)C2=C1CNC(C1=C(C=C2)NC2=NC(=C(C=C2)[C@@H]2COCC2)CN2C[C@H](CC2)OC)=O